FC1=CC(=C(C=C1)C=1C=NC=2N(C1)C=C(N2)COC=2C=NC(=CC2)F)C 6-(4-fluoro-2-methylphenyl)-2-(6-fluoropyridin-3-yloxymethyl)imidazo[1,2-a]pyrimidine